NC1=NC=NC(=C1OC[C@H]1N(CC[C@@H]1OC)C(=O)OC(C)(C)C)Cl (2R,3S)-tert-Butyl 2-(((4-amino-6-chloropyrimidin-5-yl)oxy)methyl)-3-methoxypyrrolidine-1-carboxylate